5-(5-cyclopropyl-2-(4-fluoro-2-methylphenoxy)-4-(trifluoromethyl)benzamido)-2-fluorobenzoic acid C1(CC1)C=1C(=CC(=C(C(=O)NC=2C=CC(=C(C(=O)O)C2)F)C1)OC1=C(C=C(C=C1)F)C)C(F)(F)F